ClC1=CC(=C(C=C1C=1C=NC(=NC1)N1CCOCC1)NC(=O)C1=CNC(C=C1C(F)(F)F)=O)N1C[C@H](N([C@H](C1)C)C)C |r| N-[4-chloro-5-(2-morpholin-4-ylpyrimidin-5-yl)-2-[rac-(3R,5S)-3,4,5-trimethylpiperazin-1-yl]phenyl]-6-oxo-4-(trifluoromethyl)-1H-pyridine-3-carboxamide